C(CCCCCCCC)N(CC(=O)N1CCN(CC1)C(CN(CCCCCCCCCCCC)CCN(CCCCCCCCC)CCCCCCCCC)=O)CCCCCCCCC 2-(Dinonylamino)-1-(4-(N-(2-(dinonylamino)ethyl)-N-dodecylglycyl)piperazin-1-yl)ethan-1-one